1-amino-3,5-dibromopyridin-1-ium 2,4,6-trimethyl-benzenesulfonate CC1=C(C(=CC(=C1)C)C)S(=O)(=O)[O-].N[N+]1=CC(=CC(=C1)Br)Br